F[C@@H]1C2CC[C@@H](C[C@@H]1N(C=1N=CC(=NC1)C1=C(C=3N(C=C1)C=NC3)O)C)N2 7-(5-{[(2R,3S,5S)-2-fluoro-8-azabicyclo[3.2.1]octan-3-yl](methyl)amino}pyrazin-2-yl)imidazo[1,5-a]pyridin-8-ol